ClC1=C(C=CC=C1)C(O)C1C(C1)(F)F (2-chlorophenyl)(2,2-difluorocyclopropyl)methanol